((2R,3S,7aR)-2,7a-bis(hydroxymethyl)hexahydro-1H-pyrrolizin-3-yl)methyl 4-methylbenzenesulfonate CC1=CC=C(C=C1)S(=O)(=O)OC[C@@H]1[C@@H](C[C@]2(CCCN12)CO)CO